C(C)OC(=O)C=1C=NNC1SC 5-(methylthio)-1H-pyrazole-4-carboxylic acid ethyl ester